C1=C(C=CC2=CC=CC=C12)OCCCC(=O)NC1=C(C(=O)NC2=CC=C(C(=O)O)C=C2)C=CC=C1 4-(2-(4-(naphthalene-2-oxy)butyrylamino)benzoylamino)benzoic acid